(S)-1-((5-chloro-6-((4-(2,3-dihydrobenzo[b][1,4]dioxin-6-yl)-2,3-dihydro-1H-inden-1-yl)oxy)-2-methoxypyridin-3-yl)methyl)azetidin-3-ol ClC=1C=C(C(=NC1O[C@H]1CCC2=C(C=CC=C12)C1=CC2=C(OCCO2)C=C1)OC)CN1CC(C1)O